COC1=CC=C(CN(C2=NC=NN3C2=NC=C3C=3C=NN(C3)C=3C=C(C=CC3C)NC(C3=CC(=NC=C3)C(F)(F)F)=O)CC3=CC=C(C=C3)OC)C=C1 N-(3-(4-(4-(bis(4-methoxybenzyl)amino)imidazo[2,1-f][1,2,4]triazin-7-yl)-1H-pyrazol-1-yl)-4-methylphenyl)-2-(trifluoromethyl)isonicotinamide